N-(4-fluorophenyl)-N-(4-nitropyridin-2-yl)acetamide tert-butyl-7-bromo-3,4-dihydroisoquinoline-2(1H)-carboxylate C(C)(C)(C)OC(=O)N1CC2=CC(=CC=C2CC1)Br.FC1=CC=C(C=C1)N(C(C)=O)C1=NC=CC(=C1)[N+](=O)[O-]